N-[(3-aminoquinoxalin-6-yl)methyl]-N-(2-methanesulfonylpyridin-3-yl)-6-(trifluoro-methyl)pyridine-3-carboxamide NC=1C=NC2=CC=C(C=C2N1)CN(C(=O)C=1C=NC(=CC1)C(F)(F)F)C=1C(=NC=CC1)S(=O)(=O)C